C(CCC)[C@@H]1N[C@H](C2=CC=C(C=C2C1)OC)C1CCC(CC1)NC12CC3CC(CC(C1)C3)C2 N-{4-[(1S,3S)-3-butyl-6-methoxy-1,2,3,4-tetrahydroisoquinolin-1-yl]cyclohexyl}adamantan-1-amine